N-(5-(5-(difluoromethyl)-1,2,4-oxadiazol-3-yl)-2,3-dihydro-1H-inden-1-yl)-1,3-dimethyl-1H-pyrazole-5-carboxamide FC(C1=NC(=NO1)C=1C=C2CCC(C2=CC1)NC(=O)C1=CC(=NN1C)C)F